3-((13S,15S,Z)-4-fluoro-16-(hydroxymethylene)-13-methyl-17-oxo-7,8,9,11,12,13,14,15,16,17-decahydro-6H-cyclopenta[a]phenanthren-15-yl)-N-(1-methyl-1H-pyrazol-4-yl)propanamide FC1=CC=CC=2C3CC[C@@]4(C(\C(\[C@H](C4C3CCC12)CCC(=O)NC=1C=NN(C1)C)=C/O)=O)C